N-(3-fluoro-4-{[2-(5-{[(2-methoxyethyl)amino]methyl}pyridin-2-yl)thieno[3,2-b]pyridine-7-yl]oxy}phenyl)-3-oxo-2-phenyl-2,3-dihydropyridazine-4-carboxamide FC=1C=C(C=CC1OC1=C2C(=NC=C1)C=C(S2)C2=NC=C(C=C2)CNCCOC)NC(=O)C=2C(N(N=CC2)C2=CC=CC=C2)=O